BrC1=CC=C(C(=C1NC)CC1=C(C=CC(=C1)F)Cl)Cl 6-Bromo-3-chloro-2-((2-chloro-5-fluorophenyl)methyl)-N-methylaniline